1-isopropyl-2,4-phenylene diisocyanate C(C)(C)C1=C(C=C(C=C1)N=C=O)N=C=O